C1OC=2C=C(C=CC2O1)NC(=O)C1=CN(C2=CC=CC=C12)CC1=CC=C(C=C1)C(CNO)=O N-(3,4-methylenedioxyphenyl)-1-(4-(hydroxyaminoacetyl)benzyl)-1H-indole-3-carboxamide